4'-(4,4,5,5-tetramethyl-1,3,2-dioxaborolan-2-yl)-[1,1':2',1''-terphenyl]-4,4''-dicarbonitrile CC1(OB(OC1(C)C)C=1C=C(C(=CC1)C1=CC=C(C=C1)C#N)C1=CC=C(C=C1)C#N)C